(S)-1-methyl-4-(3-((3-(methylamino)-1-(thiophen-2-yl)propoxy)methyl)phenyl)-1,2,3,4-tetrahydro-5H-benzo[e][1,4]diazepin-5-one CN1CCN(C(C2=C1C=CC=C2)=O)C2=CC(=CC=C2)CO[C@@H](CCNC)C=2SC=CC2